OC1CC(C1)(C1=NN=CN1C)C=1C=C(C=CC1)NC(=O)C1=CC(=C2C(=N1)C(CC2)C)CN2C[C@H](CCC2)C N-(3-(3-hydroxy-1-(4-methyl-4H-1,2,4-triazol-3-yl)cyclobutyl)phenyl)-7-methyl-4-(((S)-3-methylpiperidin-1-yl)methyl)-6,7-dihydro-5H-cyclopenta[b]pyridine-2-carboxamide